Ethyl 1-{1-[4-chloro-4'-(4-{[trans-2-fluorocyclopropyl]methyl}piperazin-1-yl) [1,1'-biphenyl]-2-yl]piperidin-3-yl}-5-(difluoromethyl)-1H-pyrazole-4-carboxylate ClC1=CC(=C(C=C1)C1=CC=C(C=C1)N1CCN(CC1)C[C@H]1[C@@H](C1)F)N1CC(CCC1)N1N=CC(=C1C(F)F)C(=O)OCC